FC=1C=CC(=NC1)C1(C=C(C(C2(CCCC2)C1)=O)C#N)OC 9-(5-fluoropyridin-2-yl)-9-methoxy-6-oxospiro[4.5]dec-7-ene-7-carbonitrile